8-((1-(1-(bicyclo[1.1.1]pentan-1-yl)-1H-pyrazol-4-yl)-5-methyl-1H-indazol-6-yl)oxy)-4-methyl-5,6,7,8-tetrahydroquinoline-3-carbonitrile C12(CC(C1)C2)N2N=CC(=C2)N2N=CC1=CC(=C(C=C21)OC2CCCC=1C(=C(C=NC21)C#N)C)C